C(C)N(CC)CC.C(C)N(CC)CC.N1C=NC=2NC=NC2C1=O 1,9-dihydro-6H-purin-6-one bis(triethylamine) salt